N[C@@H](C(=O)O)CNC(=O)C1=CC2=NC=CC(=C2S1)Br (R)-2-amino-3-(7-bromothieno[3,2-b]pyridine-2-carboxamido)propionic acid